P(SC)([O-])([O-])=O S-methyl phosphorothioate